1-[(2R,6S)-6-[[bis(4-methoxyphenyl)-phenyl-methoxy]methyl]-6-(hydroxymethyl)-1,4-dioxan-2-yl]pyrimidine-2,4-dione COC1=CC=C(C=C1)C(OC[C@@]1(COC[C@@H](O1)N1C(NC(C=C1)=O)=O)CO)(C1=CC=CC=C1)C1=CC=C(C=C1)OC